5'-chlorospiro[cyclopropane-1,3'-pyrrolo[3,2-b]pyridin] ClC1=CC=C2C(=N1)C1(C=N2)CC1